7-hydroxy-2-methyl-8-((1R,6R)-3-methyl-6-(prop-1-en-2-yl)cyclohex-2-en-1-yl)-5-pentyl-4H-benzo[d][1,3]dioxin-4-one OC=1C=C(C2=C(OC(OC2=O)C)C1[C@@H]1C=C(CC[C@H]1C(=C)C)C)CCCCC